NCCCO[Si](OC)(OC)CCCN 2-aminoethyl-3-aminopropyltrimethoxysilane